FC1=C(C=C(C=C1)[N+](=O)[O-])N1N=NN=C1C(CCCCB1OC(C(O1)(C)C)(C)C)NC(C1=CC=CC=C1)(C1=CC=CC=C1)C1=CC=CC=C1 1-(1-(2-fluoro-5-nitrophenyl)-1H-tetrazol-5-yl)-5-(4,4,5,5-tetramethyl-1,3,2-dioxaborolan-2-yl)-N-tritylpentan-1-amine